N-(7-Methylquinazolin-4-yl)-O-((1S,3R)-3-(2-(5,6,7,8-tetrahydro-1,8-naphthyridin-2-yl)ethyl)cyclobutyl)homoserine CC1=CC=C2C(=NC=NC2=C1)N[C@@H](CCOC1CC(C1)CCC1=NC=2NCCCC2C=C1)C(=O)O